difluoro-2-hydroxyethanesulfonate FC(CO)(S(=O)(=O)[O-])F